NC(CC(=O)O)CC1=CC(=CC=C1)O 3-amino-4-(3-hydroxyphenyl)butanoic acid